5-methyl-4-(2-methyl-4-nitro-phenyl)-1H-pyrrole-2-carboxylate CC1=C(C=C(N1)C(=O)[O-])C1=C(C=C(C=C1)[N+](=O)[O-])C